C(C=C)N(NCC1=CC=C(N(CC)CC)C=C1)C1=CC=CC=C1 (E)-4-((2-allyl-2-phenylhydrazino)methyl)-N,N-diethylaniline